CC=1SC2=C(N1)C=CC(=C2)C2=CNC=1N=C(N=CC12)CCC(F)(F)F 2-methyl-6-(2-(3,3,3-trifluoropropyl)-7H-pyrrolo[2,3-d]pyrimidin-5-yl)benzo[d]thiazole